2-(2-methoxyethoxy)ethyl (2E)-3-{4-[2-(4-{4-[8-(hydroxyamino) octanoyl]piperazin-1-yl}phenyl) ethynyl]phenyl}prop-2-enoate ONCCCCCCCC(=O)N1CCN(CC1)C1=CC=C(C=C1)C#CC1=CC=C(C=C1)/C=C/C(=O)OCCOCCOC